4-(cyclopent-1-en-1-yl)-2-methoxy-1-nitrobenzene C1(=CCCC1)C1=CC(=C(C=C1)[N+](=O)[O-])OC